ClC=1N=C(C2=C(N1)C=NN2)C(F)(F)F 5-chloro-7-(trifluoromethyl)-1H-pyrazolo[4,3-d]pyrimidine